2-(Boc-amino)-3-[(S)-2-oxo-3-pyrrolidinyl]propanoic acid methyl ester COC(C(C[C@H]1C(NCC1)=O)NC(=O)OC(C)(C)C)=O